Cl.S1N=C(C=N1)C1([C@H]2CNC[C@@H]12)CNC(OCC1=CC=CC=C1)=O benzyl (((1R,5S,6r)-6-(1,2,5-thiadiazol-3-yl)-3-azabicyclo[3.1.0]hexan-6-yl)methyl)carbamate hydrochloride